1-(4-((5-(4-(((tert-butoxycarbonyl)amino)methyl)-4-methylpiperidin-1-yl)pyrazin-2-yl)thio)-3-chloropyridin-2-yl)-4-hydroxypiperidine-4-carboxylic acid C(C)(C)(C)OC(=O)NCC1(CCN(CC1)C=1N=CC(=NC1)SC1=C(C(=NC=C1)N1CCC(CC1)(C(=O)O)O)Cl)C